C(C)(NCC1=C(CN(C(C(C)(C)C)=O)CC(NC=2C=C3CC4(C(NC5=NC=CC=C54)=O)CC3=CC2)=O)C=CC=C1)=N N-(2-(Acetimidamidomethyl)benzyl)-N-(2-oxo-2-((2'-oxo-1,1',2',3-tetrahydrospiro[indene-2,3'-pyrrolo[2,3-b]pyridin]-5-yl)amino)ethyl)pivalamide